6-Chloro-3-[1-[2-isoindolin-2-yl-4-oxo-6-(trifluoromethyl)chromen-8-yl]ethylamino]pyridine-2-carboxylic acid ClC1=CC=C(C(=N1)C(=O)O)NC(C)C=1C=C(C=C2C(C=C(OC12)N1CC2=CC=CC=C2C1)=O)C(F)(F)F